(E)-3-(2-(benzo[d][1,3]dioxol-5-yl)ethyl)-5-((phenylvinyl)methylene)oxazolidine-2-one (E)-2-methoxy-4-[(8-methylnon-6-enamido)methyl]phenyl-(3-aminopropanoyl)-D-prolinate COC1=C(C=CC(=C1)CNC(CCCC\C=C\C(C)C)=O)[C@]1(N(CCC1)C(CCN)=O)C(=O)O.O1COC2=C1C=CC(=C2)CCN2C(O/C(/C2)=C/C=CC2=CC=CC=C2)=O